C1(CCCC1)N(C(C)=O)C1=CC=C(CC2=CC(=C(C(=O)NC)C=C2)C)C=C1 4-(4-(N-cyclopentylacetamido)benzyl)-N,2-dimethylbenzamide